C(C)(C)(C)OC(=O)N1CCCC1 pyrrolidine-1-carboxylic acid (R)-tert-butyl ester